(S)-7-cyclobutyl-2-((R)-3-methylmorpholino)-6,7-dihydropyrazolo[1,5-a]pyrazin-4(5H)-one C1(CCC1)[C@H]1CNC(C=2N1N=C(C2)N2[C@@H](COCC2)C)=O